diglycerol tetramethacrylate C(C(=C)C)(=O)O.C(C(=C)C)(=O)O.C(C(=C)C)(=O)O.C(C(=C)C)(=O)O.OCC(O)CO.OCC(O)CO